1,4-bis(β-hydroxyethyl)hydroquinone (S)-Methyl-2-(N-((6'-cyano-[1,1':3',1''-terphenyl]-4-yl)methyl)pentanamido)-3-methylbutanoate ethyl-N,N-diethyldithiocarbamate C(C)SC(N(CC)CC)=S.COC([C@H](C(C)C)N(C(CCCC)=O)CC1=CC=C(C=C1)C1=CC(=CC=C1C#N)C1=CC=CC=C1)=O.OCCC1(O)C=CC(O)(C=C1)CCO